Cl.Cl.C(N)(=N)C1=CC=C(OCC2=C(C(=CC=C2)COC2=CC=C(C=C2)C(N)=N)F)C=C1 1,3-Bis{(4-carbamimidoyl)-phenoxymethyl}-2-fluorobenzene dihydrochloride